O=C1N(CC1CCCC1=NC=2NCCCC2C=C1)C[C@@H](C(=O)OCC)NS(=O)(=O)C1=C(C=C(C=C1C)C)C ethyl (2S)-3-(2-oxo-3-(3-(5,6,7,8-tetrahydro-1,8-naphthyridin-2-yl)propyl)azetidin-1-yl)-2-((2,4,6-trimethylphenyl)sulfonamido)propanoate